1-(11Z-octadecenoyl)-2-(9Z,12Z,15Z-octadecatrienoyl)-sn-glycero-3-phosphocholine C(C=CCCCCCCCCCCCCCCC)(=O)OC[C@@H](OC(C=CC=CC=CCCCCCCCCCCC)=O)COP(=O)([O-])OCC[N+](C)(C)C